C(C)(C)(C)OC(NS(NCC1=CC=C(C=C1)C1=NN(C(C2=CC(=C(C=C12)OC)OC)=O)C)(=O)=O)=O (N-(4-(6,7-dimethoxy-3-methyl-4-oxo-3,4-dihydrophthalazin-1-yl)benzyl)sulfamoyl)carbamic acid tert-butyl ester